6-Amino-3-((1S,3R)-4'-chloro-3-(4-methyl-1H-pyrazol-1-yl)-1',2'-dihydrospiro[cyclopentane-1,3'-pyrrolo[2,3-b]pyridin]-5'-yl)-2-fluoro-N,N-dimethylbenzamide NC1=CC=C(C(=C1C(=O)N(C)C)F)C=1C(=C2C(=NC1)NC[C@@]21C[C@@H](CC1)N1N=CC(=C1)C)Cl